C(C)(=O)O[C@]12[C@]3(CCN(CC1)C(=O)OC(C)(C)C)C1=CC(=C(C=C1C[C@H]2N(CC3)CC3CC3)C(F)(F)F)OCC3=CC=CC=C3 tert-butyl (5aS,6R,11bR)-5a-acetoxy-10-(benzyloxy)-14-(cyclopropylmethyl)-9-(trifluoromethyl)-1,2,5,5a,6,7-hexahydro-6,11b-(epiminoethano)naphtho[1,2-d]azepine-3(4H)-carboxylate